tert-butyl ((1S,4s)-4-((R)-3-fluoropyrrolidin-1-yl)cyclohexyl)carbamate F[C@H]1CN(CC1)C1CCC(CC1)NC(OC(C)(C)C)=O